C(C)OC(C(F)(F)F)=O.C(C)(=O)O acetic acid Ethyl-trifluoroacetate